5-{6-Oxo-2H,4H,5H,6H,7H-pyrazolo[3,4-b]pyridin-4-yl}-N-(4H-1,2,4-triazol-3-yl)-2-{[2-(trifluoromethyl)phenyl]methoxy}benzamide O=C1CC(C=2C(N1)=NNC2)C=2C=CC(=C(C(=O)NC1=NN=CN1)C2)OCC2=C(C=CC=C2)C(F)(F)F